5H-benzo[ij]quinolizine-2-carboxylic acid C1=C(CN2CC=CC3=C2C1=CC=C3)C(=O)O